imidazo[1,2-a]Pyrimidine-6-Formamide N=1C=CN2C1N=CC(=C2)C(=O)N